3-methyl-1-(thiadiazol-4-ylmethyl)-6-[3-(trifluoromethyl)phenyl]imidazo[4,5-b]pyridin-2-one CN1C(N(C=2C1=NC=C(C2)C2=CC(=CC=C2)C(F)(F)F)CC=2N=NSC2)=O